ON=C(C(=O)N(C)C)S(=O)(=O)C (hydroxyimino)-2-(methylsulfonyl)-N,N-dimethylacetamide